(5-phenyl-4,5-dihydro-1H-pyrazol-1-yl)(1-(5-(trifluoromethyl)pyridin-2-yl)piperidin-4-yl)methanone 2,2,2-trifluoroacetate FC(C(=O)O)(F)F.C1(=CC=CC=C1)C1CC=NN1C(=O)C1CCN(CC1)C1=NC=C(C=C1)C(F)(F)F